CS(=O)(=O)C[C@@H]1[C@H](N(C1)C=1C=CC(=C2C=C(N=CC12)N)C(C)C)C 8-[(2R,3S)-3-(methanesulfonylmeth-yl)-2-methylazetidin-1-yl]-5-(propan-2-yl)isoquinolin-3-amine